bisacryloyl-bromamine C(C=C)(=O)N(Br)C(C=C)=O